BrC1=C(C(=O)NC2=NN(C=C2)CC2=C(C=C(C=C2)Cl)Cl)C(=CC=C1)F 2-bromo-N-{1-[(2,4-dichlorophenyl)methyl]-1H-pyrazol-3-yl}-6-fluorobenzamide